Linoleyl-carnitine C(CCCCCCC\C=C/C\C=C/CCCCC)C(O)(C[N+](C)(C)C)CC([O-])=O